N-(6-amino-5-methyl-3-pyridyl)-2-[(2S,3R,5R)-3,5-dimethyl-2-phenyl-1-piperidyl]-2-oxo-acetamide NC1=C(C=C(C=N1)NC(C(=O)N1[C@@H]([C@@H](C[C@H](C1)C)C)C1=CC=CC=C1)=O)C